3-Bromo-1-(phenylsulfonyl)-1H-pyrrolo[3,2-c]pyridine BrC1=CN(C2=C1C=NC=C2)S(=O)(=O)C2=CC=CC=C2